((4-(2,6-dimethylpyridin-4-yl)thiazol-2-yl)amino)benzenesulfonic acid CC1=NC(=CC(=C1)C=1N=C(SC1)NC1=C(C=CC=C1)S(=O)(=O)O)C